(6,7-dihydro-5H-pyrrolo[1,2-c]imidazol-1-yl)-N-thiazol-2-yl-acetamide C1(=C2N(C=N1)CCC2)CC(=O)NC=2SC=CN2